n-butyl-2-cyanoacrylic acid C(CCC)C=C(C(=O)O)C#N